(2R,11aS)-8-(3-Bromopropoxy)-2-{[tert-butyl(dimethyl)silyl]oxy}-7-methoxy-10-{[2-(trimethylsilyl)ethoxy]methyl}-2,3-dihydro-1H-pyrrolo[2,1-c][1,4]benzodiazepin BrCCCOC1=CC2=C(CN3C(=CN2COCC[Si](C)(C)C)C[C@H](C3)O[Si](C)(C)C(C)(C)C)C=C1OC